CN(C(CCCCCCCCCC\C=C/CCCCCCCC(=O)OC)CCCCCC)C methyl (9Z)-21-(dimethylamino)heptacos-9-enoate